(2-{3-[[2-(2-tert-butoxycarbonylamino-ethylcarbamoyl)-ethyl]-(2-icos-19-ynoylamino-ethyl)-amino]-propionyl-amino}-ethyl)-carbamic acid tert-butyl ester C(C)(C)(C)OC(NCCNC(CCN(CCNC(CCCCCCCCCCCCCCCCCC#C)=O)CCC(NCCNC(=O)OC(C)(C)C)=O)=O)=O